3-chloro-5-iodo-4-nitro-1-(tetrahydro-2H-pyran-4-yl)-1H-pyrazole ClC1=NN(C(=C1[N+](=O)[O-])I)C1CCOCC1